FC(C1=NC=2N(C=C1)C=NC2C(=O)OC)(F)F Methyl 2-(trifluoromethyl)imidazo[1,5-a]pyrimidine-8-carboxylate